CN1C=NC2=C(C1=O)N=CN2[C@H]3[C@@H]([C@@H]([C@H](O3)CO)O)O The molecule is inosine carrying a methyl substituent at position 1 on the hypoxanthine ring. It has a role as a metabolite. It derives from an inosine.